diethyl(3-methoxy-4-(prop-2-yn-1-ylamino)phenyl)phosphine oxide C(C)P(C1=CC(=C(C=C1)NCC#C)OC)(CC)=O